C(C1=CC=CC=C1)OC(CC=1C=C(N2C1C1=CC(=C(C=C1CC2)OC)C=2N=NN(N2)C)C(=O)OCC)(C)C ethyl 1-(2-(benzyloxy)-2-methylpropyl)-8-methoxy-9-(2-methyl-2H-tetrazol-5-yl)-5,6-dihydropyrrolo[2,1-a]isoquinoline-3-carboxylate